O=C1CCC(CC1)C(=O)O 4-Oxocyclohexanecarboxylic acid